CN(C1=CC=C(C=C1)/C=C/C(=O)C=1C(=C2C=CC(OC2=CC1OC)(C)C)O)C (E)-3-(4-(dimethylamino)phenyl)-1-(5-hydroxy-7-methoxy-2,2-dimethyl-2H-chromen-6-yl)prop-2-en-1-one